CN(C(=S)NC)C 1,1,3-trimethylthiourea